CC1=C(C(=C(C(=O)O)C=C1)NCC1=CC=C(C=C1)C1=C(C=CC=C1)C=1N=NN(N1)C(C1=CC=CC=C1)(C1=CC=CC=C1)C1=CC=CC=C1)N methyl-3-amino-2-(((2'-(2-trityl-2H-tetrazol-5-yl)-(1,1'-biphenyl)-4-yl)methyl)amino)benzoic acid